3-(methoxymethyl)-1-oxido-pyridin-1-ium COCC=1C=[N+](C=CC1)[O-]